C(C)C1=C(NC2=CC=C(C=C12)C1CCN(CC1)CC(=O)NC)C1=C2C=NNC2=CC=C1 2-(4-(3-ethyl-2-(1H-indazol-4-yl)-1H-indol-5-yl)piperidin-1-yl)-N-methylacetamide